Cl.CC=1C=NC(=NC1)N1CCNCC1 5-methyl-2-(piperazin-1-yl)pyrimidine hydrochloride